C1(CC1)CN1[C@H]2[C@@]3(CC[C@H]([C@H]4[C@@]3(C=3C(=C(C=CC3C2)O)O4)CC1)NC(=O)C=1C=CC=C4C=CNC14)O 17-Cyclopropylmethyl-3,14β-dihydroxy-4,5α-epoxy-6β-(indole-7-carboxamido)morphinan